2-(4-((2S,5R)-5-ethyl-2-methyl-4-(1-(2-methylpyrazolo[1,5-a]pyrimidin-5-yl)ethyl)piperazin-1-yl)-1-methyl-2-oxo-1,2-dihydropyrazolo[1,5-a][1,3,5]triazin-7-yl)acetonitrile C(C)[C@H]1N(C[C@@H](N(C1)C1=NC(N(C=2N1N=C(C2)CC#N)C)=O)C)C(C)C2=NC=1N(C=C2)N=C(C1)C